(3,5-difluoro-4-hydroxyphenyl)(7-bromospiro[benzo[b][1,4]oxazin-2,1'-cyclopropane]-4(3H)-yl)methanone FC=1C=C(C=C(C1O)F)C(=O)N1C2=C(OC3(CC3)C1)C=C(C=C2)Br